N(=[N+]=[N-])S(=O)(=O)N=[N+]=[N-] diazido sulfone